BrC1=CC=C(C2=CC=CC=C12)OB(O)O 4-bromo-1-naphthyl-boric acid